COC(=O)C1C(CC2C(CCO2)C1C(=O)O)C1=CC=C(C=C1)NC 5-(methoxycarbonyl)-6-(4-(methylamino)phenyl)octahydrobenzofuran-4-carboxylic acid